FC1(CCC(CC1)C1(C(NC2=C(C=CC=C12)C(F)(F)F)=O)C1=CC(=C(C=C1)B(O)O)F)F (4-(3-(4,4-difluorocyclohexyl)-2-oxo-7-(trifluoromethyl)indolin-3-yl)-2-fluorophenyl)boronic acid